6-chloro-3-[1-[3,6-dimethyl-2-(2-methyl-4,6-dihydropyrrolo[3,4-c]pyrazol-5-yl)-4-oxoquinazolin-8-yl]ethylamino]pyridine-2-carboxylic acid ClC1=CC=C(C(=N1)C(=O)O)NC(C)C=1C=C(C=C2C(N(C(=NC12)N1CC2=NN(C=C2C1)C)C)=O)C